3-[(4-vinylphenyl)methyl]-1-methyl-1H-imidazolium C(=C)C1=CC=C(C=C1)C[N+]1=CN(C=C1)C